1-(azetidin-3-yl)-7-benzyloxy-3-(4-fluorophenyl)-2-tetrahydropyran-4-yl-indole (trifluoroacetate) FC(C(=O)O)(F)F.N1CC(C1)N1C(=C(C2=CC=CC(=C12)OCC1=CC=CC=C1)C1=CC=C(C=C1)F)C1CCOCC1